ClC=1C=C(C=CC1OC)NC(=O)N1CCN(CC1)C=1N=NC(=CC1)N1N=C(C=C1C)C N-(3-chloro-4-methoxyphenyl)-4-(6-(3,5-dimethyl-1H-pyrazol-1-yl)pyridazin-3-yl)piperazine-1-carboxamide